8-amino-N-(4-{[(1-cyclohexylpiperidin-4-yl)amino]methyl}-1,3-thiazol-2-yl)-4,4-dimethyl-1-(tetrahydro-2H-pyran-2-yl)-4,5-dihydro-1H-pyrazolo[4,3-H]quinazoline-3-carboxamide NC1=NC=2C3=C(C(CC2C=N1)(C)C)C(=NN3C3OCCCC3)C(=O)NC=3SC=C(N3)CNC3CCN(CC3)C3CCCCC3